2,6-diamino(Boc)-1-(2,7-dibromospiro[fluorene-9,4'-piperidin]-yl)hexan-1-one NC(C(=O)N1CCC2(CC1)C1=CC(=CC=C1C=1C=CC(=CC12)Br)Br)(CCCCN)C(=O)OC(C)(C)C